1-[3-(2,2-difluoroethoxy)phenyl]-3-isopropyl-N-(3-methyl-1,1-dioxo-thietan-3-yl)-2-oxo-benzimidazole-5-carboxamide FC(COC=1C=C(C=CC1)N1C(N(C2=C1C=CC(=C2)C(=O)NC2(CS(C2)(=O)=O)C)C(C)C)=O)F